CS(=O)(=NC=1N=C2N(C=CC(=C2)C2=NOC(=N2)C(F)(F)F)C1)C1=CN=NC=C1 methyl(pyridazin-4-yl)((7-(5-(trifluoromethyl)-1,2,4-oxadiazol-3-yl)imidazo[1,2-a]pyridin-2-yl)imino)-λ6-sulfanone